5-(trifluoromethyl)pyridin-1-ium-1-ol FC(C=1C=CC=[N+](C1)O)(F)F